ClC1=CC(=C2C=CNC(C2=C1)=O)S(=O)(=O)N1CCC2=CC=C(C=C12)C#N 1-[(7-chloro-1-oxo-2H-isoquinolin-5-yl)sulfonyl]indoline-6-carbonitrile